ClC1=CC=C(C=C1)B(O)O 4-Chloro-phenyl-boronic acid